N=1C=C(N2N=CC=CC21)NC(=O)C2=CC1=CN(N=C1C=C2OC)[C@@H]2[C@H](C[C@@H](CC2)NC(CC)=O)C N-(imidazo[1,2-b]pyridazin-3-yl)-6-methoxy-2-((1S,2S,4R)-2-methyl-4-(N-methylacetylamino)cyclohexyl)-2H-indazole-5-carboxamide